C(N)(=O)C=1C(=CC(=C(C1)C=1C(=CC(=C(C1)NC(=O)C1=CNC(C=C1C(F)(F)F)=O)N1C[C@H](N([C@H](C1)C)C)C)F)F)F N-[5-(5-carbamoyl-2,4-difluorophenyl)-4-fluoro-2-[(3R,5S)-3,4,5-trimethylpiperazin-1-yl]phenyl]-6-oxo-4-(trifluoromethyl)-1H-pyridine-3-carboxamide